ClC=1C(=C(C=CC1F)\C(=N\[S@](=O)C(C)(C)C)\[C@@H]1C[C@H](C1)C(F)F)F (R)-N-((E)-(3-chloro-2,4-difluorophenyl)(trans-3-(difluoromethyl)cyclobutyl)methylene)-2-methylpropane-2-sulfinamide